BrC=1C(=NC(=NC1)NC1=C(C=C(C(=C1)C=1C=NN(C1)C)N1CCOCC1)OC)NC1=C(C=C2CCC2=C1)CS(=O)(=O)NC (4-((5-bromo-2-((2-methoxy-5-(1-methyl-1H-pyrazol-4-yl)-4-morpholinylphenyl)amino)pyrimidin-4-yl)amino)bicyclo[4.2.0]octa-1,3,5-trien-3-yl)-N-methylmethanesulfonamide